OCOC(C(CCCCCCCC)=O)C1=CC=CC=C1 Hydroxymethoxyphenyldecanon